FC(C(=O)O)(F)F.NC1=NC=CC2=C1N=C(N=C2C)C=2C=C(C=CC2)C#C[C@]2(C(N(CC2)C)=O)O (R)-3-((3-(8-amino-4-methylpyrido[3,4-d]pyrimidin-2-yl)phenyl)ethynyl)-3-hydroxy-1-methylpyrrolidin-2-one trifluoroacetate